(3-hydroxy-6-(2-methoxyphenyl)pyrazine-2-carbonyl)glycine OC=1C(=NC(=CN1)C1=C(C=CC=C1)OC)C(=O)NCC(=O)O